2-(ISOPROPYLIDENEAMINOOXY)PROPIONIC ACID C(C)(C)=NOC(C(=O)O)C